ALPHA-HYDROXYISOBUTYRIC ACID METHYL ESTER COC(C(C)(C)O)=O